OCCN1CCN(CC1)CCNC=C1C(CC(CC1=O)C1=CC=CC2=C1N=CS2)=O 4-(4-(((2-(4-(2-hydroxyethyl)piperazin-1-yl)ethyl)amino)methylene)-3,5-dioxocyclohexyl)benzo[d]thiazol